ClC1=C(C=CC(=C1)C(F)(F)F)NC(CN1C=2N(C(C=C1CC)=O)N=C(N2)C=2CC(OCC2)C)=O N-(2-chloro-4-(trifluoromethyl)phenyl)-2-(5-ethyl-2-(2-methyl-3,6-dihydro-2H-pyran-4-yl)-7-oxo-[1,2,4]triazolo[1,5-a]pyrimidin-4(7H)-yl)acetamide